COC1=C(C=C2C(NC(NC2=C1)=O)=O)O[C@@H]1COCC1 (S)-7-methoxy-6-((tetrahydrofuran-3-yl)oxy)quinazoline-2,4(1H,3H)-dione